CC1(CC1)NS(=O)(=O)C1=CC2=C(N(C(N2C=2OC(=NN2)C)=O)CC2N(CCCC2)C)C=C1 N-(1-methylcyclopropyl)-3-(5-methyl-1,3,4-oxadiazol-2-yl)-1-[(1-methyl-2-piperidinyl)methyl]-2-oxo-benzimidazole-5-sulfonamide